C1(CCCCC1)C(CC)(CC)OC(=O)COC(=O)C1C2C3C4C=CC(C3C(C1)C2)C4 8-(3-cyclohexyl-3-pentyloxycarbonylmethyloxycarbonyl)-tetracyclo[4.4.0.12,5.17,10]-3-dodecene